zirconium di(n-butoxy) bis(ethylacetoacetate) C(C)CC(CC(=O)OOCCCC)=O.C(C)CC(CC(=O)OOCCCC)=O.[Zr]